C(#N)C=1C=C(C=CC1)S(=O)(=O)NC=1C=CC(=C2C(=CN(C12)C(=O)OC(C)(C)C)C(F)F)C tert-butyl 7-((3-cyanophenyl)sulfonamido)-3-(difluoromethyl)-4-methyl-1H-indole-1-carboxylate